Methyl (E)-3-(2-(pyridin-3-yl)vinyl)benzoate N1=CC(=CC=C1)/C=C/C=1C=C(C(=O)OC)C=CC1